N-({5-methoxy-6-[2-(2H-1,2,3-triazol-2-yl)ethyl]-2-indolyl}methyl)1-methylcyclopropanecarboxamide COC=1C=C2C=C(NC2=CC1CCN1N=CC=N1)CNC(=O)C1(CC1)C